5-((3R,5S)-3-AMINO-5-TRIFLUOROMETHYL-PIPERIDIN-1-YL)-QUINOLINE-8-CARBONITRILE N[C@H]1CN(C[C@H](C1)C(F)(F)F)C1=C2C=CC=NC2=C(C=C1)C#N